tert-butyl (R)-3-((1-chloropyrido[3,4-d]pyridazin-4-yl)amino)piperidine-1-carboxylate ClC1=C2C(=C(N=N1)N[C@H]1CN(CCC1)C(=O)OC(C)(C)C)C=NC=C2